(1-benzylpiperidin-4-yl)methyl 2-(4-((4-(aminomethyl)benzyl)oxy)phenyl)-2-hydroxy-2-phenylacetate bishydrochloride Cl.Cl.NCC1=CC=C(COC2=CC=C(C=C2)C(C(=O)OCC2CCN(CC2)CC2=CC=CC=C2)(C2=CC=CC=C2)O)C=C1